3-amino-4-pyridinecarboxylate NC=1C=NC=CC1C(=O)[O-]